((5S)-5-methyl-2-(1'-(methyl-d3)-3H-spiro[benzofuran-2,4'-piperidin]-5-yl)piperidin-1-yl)methanone C[C@H]1CCC(N(C1)C=O)C=1C=CC2=C(CC3(CCN(CC3)C([2H])([2H])[2H])O2)C1